O=C1N(C(CCC1C1=CC=C(C=C1)OCCOCC(C)=O)=O)C(=O)OC(C)(C)C tert-Butyl 2,6-dioxo-3-(4-(2-(2-oxopropoxy)ethoxy)phenyl)piperidine-1-carboxylate